BrC=1C=C(C=CC1Cl)[C@@H]1C([C@H]1C(=O)O)(Cl)Cl |r| Racemic-trans-3-(3-bromo-4-chlorophenyl)-2,2-dichlorocyclopropane-1-carboxylic acid